4-[4-(2-aminoethyl)phenyl]-3-[6-(2-fluorophenyl)pyridazin-4-yl]oxybenzonitrile NCCC1=CC=C(C=C1)C1=C(C=C(C#N)C=C1)OC1=CN=NC(=C1)C1=C(C=CC=C1)F